BrC/C(=C/CNC(OC(C)(C)C)=O)/F (Z)-tert-butyl (4-bromo-3-fluorobut-2-en-1-yl)carbamate